ClC=1C(=NC=CC1I)N(S(=O)(=O)CCC)COCC[Si](C)(C)C N-(3-chloro-4-iodopyridin-2-yl)-N-((2-(trimethylsilyl)ethoxy)methyl)-propane-1-sulfonamide